N-(3-((3aR,4R,6S,6aS)-6-Hydroxy-2,2-dimethyltetrahydro-4H-cyclopenta[d][1,3]dioxol-4-yl)-5-(isothiazol-4-yl)phenyl)acetamide O[C@H]1C[C@@H]([C@@H]2[C@H]1OC(O2)(C)C)C=2C=C(C=C(C2)C=2C=NSC2)NC(C)=O